[Si](C)(C)(C(C)(C)C)OC=1C=C(C(=CC1C)C1=C(C=C(C(=C1)C)O[Si](C)(C)C(C)(C)C)C(C)(C)O)O 4,4'-bis((tert-butyldimethylsilyl)oxy)-2'-(2-hydroxyprop-2-yl)-5,5'-dimethyl-[1,1'-biphenyl]-2-ol